5-(2-(3-(Methylsulfonyl)-4-((1-(methylsulfonyl)piperidin-4-yl)methoxy)-benzyl)isoindolin-5-yl)oxazole CS(=O)(=O)C=1C=C(CN2CC3=CC=C(C=C3C2)C2=CN=CO2)C=CC1OCC1CCN(CC1)S(=O)(=O)C